ClC=1C=C2C=C(NC2=CC1)CNC(N(C)C1CN(CCC1)C(C(C)NC(NCC)=O)=O)=O 3-[(5-chloro-1H-indol-2-yl)methyl]-1-(1-{2-[(ethylcarbamoyl)amino]propanoyl}piperidin-3-yl)-1-methylurea